N1C=CC2=CC(=CC=C12)OC1=C(C=NC=C1C#N)C=CC1=CC=CC=C1 4-(1H-indol-5-yloxy)-5-styrylnicotinonitrile